FC=1C(=NC(=NC1C)N1C[C@@H]2[C@H](C1)CN(C2)C(=O)N2C(=CC1=CC=CC=C21)C2=NC=CC=C2F)C ((3aR,6aS)-5-(5-fluoro-4,6-dimethylpyrimidin-2-yl)hexahydropyrrolo[3,4-c]pyrrol-2(1H)-yl)(2-(3-fluoropyridin-2-yl)indol-1-yl)methanone